C(C)(C)(C)OC(N[C@@H]1CN(C[C@@H](C1)O)C1=C2C(=C(NC2=C(C=C1F)C(N)=O)C)C)=O ((3s,5r)-1-(7-carbamoyl-5-fluoro-2,3-dimethyl-1H-indol-4-yl)-5-hydroxypiperidin-3-yl)carbamic acid tert-butyl ester